(3R,4S)-3-cyclopropyl-1-(6-(1-((R)-2,2-difluorocyclopropyl)-1H-pyrazol-4-yl)pyrrolo[1,2-b]pyridazin-4-yl)-4-methyl-2-oxopyrrolidine-3-carbonitrile C1(CC1)[C@]1(C(N(C[C@H]1C)C=1C=2N(N=CC1)C=C(C2)C=2C=NN(C2)[C@H]2C(C2)(F)F)=O)C#N